FC1=CC=C(C=C1)SC1=C(C=CC=C1)NC(CNC(=O)C1=CC=CC2=CC=CC=C12)=O N-(2-((2-((4-fluorophenyl)thio)phenyl)amino)-2-oxoethyl)-1-naphthamide